difluorosulfomethyl-tri-n-propyl-ammonium bromide [Br-].FC(CC)([N+](CCC)(CCC)CS(=O)(=O)O)F